N-((7-fluorobenzo[d]thiazol-4-yl)methyl)-3-(1H-imidazol-2-yl)pyridin-2-amine FC1=CC=C(C=2N=CSC21)CNC2=NC=CC=C2C=2NC=CN2